5-cyclohexyloxy-7-oxo-bicyclo[2.2.1]Hept-2-ene C1(CCCCC1)OC1C2C=CC(C1)C2=O